(e)-4-(3-(3-(dimethylamino)propoxy)-3-oxoprop-1-en-1-yl)-2,6-dimethoxyphenyl 4-(bis(2-((tert-butyldimethylsilyl)oxy)dodecyl)amino)butanoate [Si](C)(C)(C(C)(C)C)OC(CN(CCCC(=O)OC1=C(C=C(C=C1OC)\C=C\C(=O)OCCCN(C)C)OC)CC(CCCCCCCCCC)O[Si](C)(C)C(C)(C)C)CCCCCCCCCC